C(C)N(C(C(=O)N)=O)C1=CC2=C(C(=C(CCC2)C2=C(C=C(C=C2)Cl)Cl)C2=CC=C(C=C2)O[C@@H]2CN(CC2)CCCF)C=C1 ethyl-(S)-N1-(8-(2,4-dichlorophenyl)-9-(4-((1-(3-fluoropropyl)pyrrolidin-3-yl)oxy)phenyl)-6,7-dihydro-5H-benzo[7]annulen-3-yl)oxalamide